C(C)(C)(C)OC(=O)N1[C@H](CC(C[C@H]1C)=O)C cis-2,6-dimethyl-4-oxopiperidine-1-carboxylic acid tert-butyl ester